N1C=CC2=CC=C(C=C12)NC(=O)NC=1C=CC2=C(OCCN2C2=CC=CC=C2)C1 1-(1H-indol-6-yl)-3-(4-phenyl-3,4-dihydro-2H-benzo[b][1,4]oxazin-7-yl)urea